F[C@H]1CN(C[C@H]1F)C=1C=2N(N=C(C1)C=1C(NC(NC1)=O)=O)C=CN2 5-[8-[(3S,4R)-3,4-difluoropyrrolidin-1-yl]imidazo[1,2-b]pyridazin-6-yl]-1H-pyrimidine-2,4-dione